C(C)OC(=O)C=1NC(=CC1N(C(=S)NC(=O)OCC)CC1=CC(=C(C=C1)Cl)OC(F)F)C1=CC=CC=C1 3-(1-(4-chloro-3-(difluoromethoxy)benzyl)-3-(ethoxycarbonyl)thioureido)-5-phenyl-1H-pyrrole-2-carboxylic acid ethyl ester